CS(=O)(=O)N1CC2(CCN2C=O)C1 (6-(methylsulfonyl)-1,6-diazaspiro[3.3]hept-1-yl)methanone